1-(Naphthalen-2-yl)methanone C1=C(C=CC2=CC=CC=C12)C=O